C[C@@H]1CN=C2N1C1=CC=C(C=C1C(N2C([2H])([2H])C2=CN=C(S2)C)=O)S(=O)(=O)NC2(CC2)C (R)-1-methyl-N-(1-methylcyclopropyl)-4-((2-methylthiazol-5-yl)methyl-d2)-5-oxo-1,2,4,5-tetrahydroimidazo[1,2-a]quinazoline-7-sulfonamide